N1=CC=CC2=CC=CC(=C12)NC(=O)C1CCC1 N-(quinolin-8-yl)cyclobutanecarboxamide